C(C)C=1C=C(C=C2C=NNC12)C=O 7-ETHYL-1H-INDAZOLE-5-CARBALDEHYDE